C(CCC)[SH+](CCCC)(CCCC)CCCC Tetra-n-butylsulfonium